FC1=CC=2N(C=C1)N=C(N2)N[C@@H]2C[C@H](CC2)NC2=CC=C(C=N2)N2C(C=NC=C2)=O 1-(6-(((1S,3S)-3-((7-fluoro-[1,2,4]triazolo[1,5-a]pyridin-2-yl)amino)cyclopentyl)amino)pyridin-3-yl)pyrazin-2(1H)-one